2,4-bis(2,4-dimethylphenyl)-6-(2-hydroxy-4-hexyloxy-5-α-cumyl-phenyl)-s-triazine CC1=C(C=CC(=C1)C)C1=NC(=NC(=N1)C1=C(C=C(C=C1)C)C)C1=C(C=C(C(=C1)C(C)(C)C1=CC=CC=C1)OCCCCCC)O